5-[(2-methylphenyl)methyl]-5H,6H,7H,8H,9H,10H-cyclohepta[b]indole-4-carboxylic acid CC1=C(C=CC=C1)CN1C2=C(C3=CC=CC(=C13)C(=O)O)CCCCC2